COC1=NC(=NN2C1=C(C=C2)C=2C=C1N=CC=NC1=CC2)NC2CC1(COC1)C2 4-Methoxy-5-(quinoxalin-6-yl)-N-(2-oxaspiro[3.3]heptane-6-yl)pyrrolo[2,1-f][1,2,4]triazin-2-amine